nonanlactam C1(CCCCCCCCN1)=O